CC1(C=C(CCN1C(=O)OC(C)(C)C)B1OC(C(O1)(C)C)(C)C)C tert-butyl 6,6-dimethyl-4-(4,4,5,5-tetramethyl-1,3,2-dioxaborolan-2-yl)-3,6-dihydropyridine-1(2H)-carboxylate